F[P-](F)(F)(F)(F)F.C(C)N1CC=CC=C1 N-ethyl-pyridine hexafluorophosphate